C(C)(C)(C)OC(=O)N1CCOC2(C1)CCN(CC2)C(CN2C=NC(=C2C2=CC=NC=C2)C2=CC=C(C=C2)Cl)=O.ClCC(=O)N2CCN(CC2)S(=O)(=O)C 2-chloro-1-(4-methylsulfonylpiperazin-1-yl)ethanone Tert-butyl-9-[2-[4-(4-chlorophenyl)-5-(4-pyridyl)imidazol-1-yl]acetyl]-1-oxa-4,9-diazaspiro[5.5]undecane-4-carboxylate